4-(4-acryloylpiperazin-1-yl)-6-chloro-7-(2-fluoro-6-hydroxyphenyl)quinoline-3-carbonitrile C(C=C)(=O)N1CCN(CC1)C1=C(C=NC2=CC(=C(C=C12)Cl)C1=C(C=CC=C1O)F)C#N